C(C)(C)(C)N(C(=O)C=1C2=C(N(N1)C1=CSC=C1)C1=C(OC2)C=C(C(=C1)O)OC)C N-tert-butyl-8-hydroxy-7-methoxy-N-methyl-1-(thiophen-3-yl)-1,4-dihydrobenzopyrano[4,3-c]pyrazole-3-carboxamide